3-bromo-5-[(3-fluoropyridin-2-yl)methoxy]-4-methylpyridine BrC=1C=NC=C(C1C)OCC1=NC=CC=C1F